ON1C(=NOC1NC=1N=CC(=NC1)C(=O)N)C1=CC=C(C=C1)C(F)(F)F N'-hydroxy-5-((3-(4-(trifluoromethyl)phenyl)-1,2,4-oxadiazol-5-yl)amino)pyrazine-2-carboxamide